2,4-difluoro-N-(5-(3-fluoro-4-(piperazin-1-yl)quinolin-6-yl)-2-methoxypyridin-3-yl)benzenesulfonamide trifluoroacetate salt FC(C(=O)O)(F)F.FC1=C(C=CC(=C1)F)S(=O)(=O)NC=1C(=NC=C(C1)C=1C=C2C(=C(C=NC2=CC1)F)N1CCNCC1)OC